tert-butyl 6-(benzyloxy)-8-fluoro-4-oxo-7-(2,2,2-trifluoroacetamido)-3,4-dihydroisoquinoline-2(1H)-carboxylate C(C1=CC=CC=C1)OC=1C=C2C(CN(CC2=C(C1NC(C(F)(F)F)=O)F)C(=O)OC(C)(C)C)=O